[Ca+2].C(C)(=O)NCCCS(=O)(=O)[O-].C(C)(=O)NCCCS(=O)(=O)[O-] 3-(acetylamino)-1-propanesulfonic acid calcium salt